tert-butyl (3-(4-(2-(4-((3-(methylcarbamoyl)-1,2,4-oxadiazol-5-yl)methoxy) phenyl) propan-2-yl)phenoxy)propyl)carbamate CNC(=O)C1=NOC(=N1)COC1=CC=C(C=C1)C(C)(C)C1=CC=C(OCCCNC(OC(C)(C)C)=O)C=C1